C1(CCCCCCCC=CCCCCCCO1)=O 9-hexadecen-1,16-lactone